ClC=1C=C(C=CC1F)C1N(CC(CC1)C)C(C(=O)NC=1C=C(C=NC1)C(=O)N)=O 5-[[2-[2-(3-chloro-4-Fluoro-phenyl)-5-methyl-1-piperidyl]-2-oxo-acetyl]amino]pyridine-3-carboxamide